Ethyl (1R,3S)-3-((tert-butoxycarbonyl)amino)-4-(difluoromethylene)cyclohexane-1-carboxylate C(C)(C)(C)OC(=O)N[C@H]1C[C@@H](CCC1=C(F)F)C(=O)OCC